3-(1-(4-fluorophenyl)ethyl)-N-(2-(pyrrolidin-1-yl)ethyl)-6-(trifluoromethyl)pyrazin-2-amine FC1=CC=C(C=C1)C(C)C=1C(=NC(=CN1)C(F)(F)F)NCCN1CCCC1